BrC1=NN(N=C1)C1=CC=C(C=C1)F 4-bromo-2-(4-fluorophenyl)-2H-1,2,3-triazole